CC=1C(=NNC1C)C(C(=O)O)CC(=O)O 2-(4,5-dimethylpyrazolyl)butanedioic acid